ClC1=CC=C(C=C1)N1CCC(C1)OC N1-(4-chlorophenyl)-4-methoxypyrrolidine